4-(1-ethoxyethyl)-1,1'-biphenyl C(C)OC(C)C1=CC=C(C=C1)C1=CC=CC=C1